2-((6-(4-(((1-(2-fluoropyridin-3-yl)ethoxy)carbonyl)amino)-3-methylisoxazol-5-yl)pyridin-3-yl)carbamoyl)cyclohexane-1-carboxylic acid FC1=NC=CC=C1C(C)OC(=O)NC=1C(=NOC1C1=CC=C(C=N1)NC(=O)C1C(CCCC1)C(=O)O)C